CCCCCCCCCCCCCCCCCC/C=C\OC[C@H](COP(=O)(O)OC[C@@H](C(=O)O)N)OC(=O)CCCCCCC/C=C\CCCCCC 1-(1Z-eicosenyl)-2-(9Z-hexadecenoyl)-glycero-3-phosphoserine